C1(CC1)C=1C=C(C=C(C1)OC)C1CCC2(CN(C2)C(=O)C2CC(C2)(C)O)CC1 (7-(3-Cyclopropyl-5-methoxyphenyl)-2-azaspiro[3.5]nonan-2-yl)((1s,3s)-3-hydroxy-3-methylcyclobutyl)methanone